6-[(2S)-2-(hydroxymethyl)piperidin-1-yl]-3-nitropyridine-2-carbonitrile OC[C@H]1N(CCCC1)C1=CC=C(C(=N1)C#N)[N+](=O)[O-]